C1C(CCC1)CC(=O)O 2-Cyclopentaneacetic acid